2-allyl-2-(((t-butyldimethylsilyl)oxy)methyl)-3-methylenepyrrolidin-1-carboxaldehyde C(C=C)C1(N(CCC1=C)C=O)CO[Si](C)(C)C(C)(C)C